6-(3-methylmorpholino)-1-(1H-pyrazol-3-yl)-1H-pyrazolo[3,4-b]pyridine CC1COCCN1C1=CC=C2C(=N1)N(N=C2)C2=NNC=C2